BrC1=CC(=CC=2CNSOC21)C 8-bromo-6-methyl-3,4-dihydrobenzo[e][1,2,3]oxathiazine